[Si](C)(C)(C(C)(C)C)OCC(C)C1=C(C=CC=C1)N(C(=O)NC=1C(=NC(=CC1)OC)OC(F)F)C1CCC(CC1)C(=O)OC methyl (1r,4r)-4-(1-(2-(1-((tert-butyldimethylsilyl)oxy)propan-2-yl)phenyl)-3-(2-(difluoromethoxy)-6-methoxypyridin-3-yl)ureido)cyclohexane-1-carboxylate